CC1(CC1)NS(=O)(=O)C1=CC2=C(N(C(N2C=2OC(=NN2)C)=O)CCN2CCOCC2)C=C1 N-(1-methylcyclopropyl)-3-(5-methyl-1,3,4-oxadiazol-2-yl)-1-(2-morpholinoethyl)-2-oxo-benzimidazole-5-sulfonamide